3-(benzo[d]thiazol-5-yl)-N-(4-(6-(4-(dimethylamino)piperidin-1-yl)-6-oxohexyl)-1-phenyl-1H-imidazol-2-yl)benzamide S1C=NC2=C1C=CC(=C2)C=2C=C(C(=O)NC=1N(C=C(N1)CCCCCC(=O)N1CCC(CC1)N(C)C)C1=CC=CC=C1)C=CC2